tert-butyl 7'-bromo-4'-oxospiro[azetidine-3,2'-chroman]-1-carboxylate BrC1=CC=C2C(CC3(OC2=C1)CN(C3)C(=O)OC(C)(C)C)=O